9-(4-((1-(3-fluoropropyl)azetidin-3-yl)methyl)phenyl)-8-(3-(2-hydroxyethyl)phenyl)-6,7-dihydro-5H-benzo[7]annulene-3-carboxylic acid FCCCN1CC(C1)CC1=CC=C(C=C1)C1=C(CCCC2=C1C=CC(=C2)C(=O)O)C2=CC(=CC=C2)CCO